N-[(1S)-1-cyclopropylethyl]-5-(3,5-difluorophenyl)-6-methoxypyridine-3-carboxamide C1(CC1)[C@H](C)NC(=O)C=1C=NC(=C(C1)C1=CC(=CC(=C1)F)F)OC